1-cyclohexyl-2-(trichloromethyl)-1H-benzo[d]imidazole C1(CCCCC1)N1C(=NC2=C1C=CC=C2)C(Cl)(Cl)Cl